FC=1C(=C2C3=C(NC2=C(C1)C(=O)N)CCC3)[C@@H]3CN(CCC3)C(C=C)=O |r| Racemic-7-fluoro-8-(1-prop-2-enoyl-3-piperidyl)-1,2,3,4-tetrahydrocyclopenta[b]indole-5-carboxamide